BrC(C(=O)CBr)I 1,3-dibromo-1-iodoacetone